ClC=1N=CC2=C(C=CC(=C2C1)C(C)C)N1[C@@H]([C@H](C1)CO)C ((2R,3S)-1-(3-chloro-5-isopropylisoquinolin-8-yl)-2-methylazetidin-3-yl)methanol